1-(2,6-dichloropyridin-4-yl)-N-((2-methyl-thiazol-4-yl)methyl)methanamine ClC1=NC(=CC(=C1)CNCC=1N=C(SC1)C)Cl